FC1=C(C(=CC=C1)F)NC(=O)C1=CC(=C(C=C1O[C@H](C(F)(F)F)C)N1N=C(N(C1=O)CC)C(=O)OC)F Methyl 1-(4-[(2,6-difluorophenyl) carbamoyl]-2-fluoro-5-{[(2S)-1,1,1-trifluoroprop-2-yl] oxy} phenyl)-4-ethyl-5-oxo-4,5-dihydro-1H-1,2,4-triazole-3-carboxylate